COC=1C=C(C(=CC1)C=1C(=CC(=CC1)OC)C(=O)O)C(=O)O 4,4'-Dimethoxy-[1,1'-biphenyl]-2,2'-dicarboxylic acid